(3S,5S)-3-{[8-carbamoyl-6-(1-ethyl-3-methyl-1H-pyrazol-4-yl) pyrido[3,2-d]pyrimidin-4-yl] amino}-5-fluoropiperidine-1-carboxylate C(N)(=O)C1=CC(=NC2=C1N=CN=C2N[C@@H]2CN(C[C@H](C2)F)C(=O)[O-])C=2C(=NN(C2)CC)C